N-(2-Isopropylsulfanyl-4-oxo-4H-quinazolin-3-yl)-2-phenyl-propionamide C(C)(C)SC1=NC2=CC=CC=C2C(N1NC(C(C)C1=CC=CC=C1)=O)=O